2-amino-5-(3-pyridin-4-yl-propoxy)-benzamide NC1=C(C(=O)N)C=C(C=C1)OCCCC1=CC=NC=C1